C(C)(C)(C)OC(=O)C12NCC(C1)(C2)C(=O)O (tert-Butoxycarbonyl)-2-azabicyclo[2.1.1]hexane-4-carboxylic acid